2'-((6-Chloropyrimidin-4-yl)amino)spiro[cyclohexane-1,4'-thieno[2,3-c]pyrrol]-6'(5'H)-one ClC1=CC(=NC=N1)NC1=CC2=C(C(NC23CCCCC3)=O)S1